2-[[2-(2,5-dimethylpyrrol-1-yl)-1-methyl-benzimidazol-5-yl]methylamino]naphthalene-1-carbonitrile CC=1N(C(=CC1)C)C1=NC2=C(N1C)C=CC(=C2)CNC2=C(C1=CC=CC=C1C=C2)C#N